N(=[N+]=[N-])CCOC1=CC=C(C=C1)C[C@@H](COCC)N1C=NC=2C=NC=3C=CC=CC3C21 (S)-1-(1-(4-(2-azidoethoxy)phenyl)-3-ethoxypropan-2-yl)-1H-imidazo[4,5-c]quinoline